OC1=C2C\C(\C(C2=CC=C1)=O)=C/C1=NC2=CC=CC=C2C=C1 (E)-4-hydroxy-2-(quinolin-2-ylmethylene)-2,3-dihydro-1H-inden-1-one